1-tert-butyl-3-(5-cyclopropylisoxazol-3-yl)pyrazolo[3,4-d]pyrimidin-4-amine C(C)(C)(C)N1N=C(C=2C1=NC=NC2N)C2=NOC(=C2)C2CC2